2-(2-methylbenzyl)-3-butenoic acid CC1=C(CC(C(=O)O)C=C)C=CC=C1